4-butyl-4'-cyanobiphenyl C(CCC)C1=CC=C(C=C1)C1=CC=C(C=C1)C#N